C1(=CC=CC=C1)CCCC(=O)O.C(C)(=O)OCCC1=CC=CC=C1 phenylethyl acetate (2-phenylethyl acetate)